C(CC(C)C)C(=O)C isopentylmethylketone